6-[(5-chloroindazol-1-yl)methyl]-2-(3,4-dichlorophenyl)-1-ethyl-4-oxo-pyridine-3-carboxylic acid ClC=1C=C2C=NN(C2=CC1)CC1=CC(C(=C(N1CC)C1=CC(=C(C=C1)Cl)Cl)C(=O)O)=O